ClC1=C(C=CC(=C1)OCCOC)N1CCN(CC1)CCN(C1=CC=2N(C(=N1)N)N=C(N2)C=2OC=CN2)C N7-(2-{4-[2-Chloro-4-(2-methoxyethoxy)phenyl]piperazin-1-yl}ethyl)-N7-methyl-2-(1,3-oxazol-2-yl)[1,2,4]triazolo[1,5-c]pyrimidine-5,7-diamine